4-(3,3-difluoro-4,4-dimethyl-pyrrolidin-1-yl)-6-(2,4-dimethoxypyrimidin-5-yl)pyridazine-3-carbonitrile FC1(CN(CC1(C)C)C1=C(N=NC(=C1)C=1C(=NC(=NC1)OC)OC)C#N)F